(1-(6-(2,3-dichlorophenyl)quinoxalin-2-yl)-4-methylpiperidin-4-yl)methylamine ClC1=C(C=CC=C1Cl)C=1C=C2N=CC(=NC2=CC1)N1CCC(CC1)(C)CN